Diphenyl-iodonium nitrate [N+](=O)([O-])[O-].C1(=CC=CC=C1)[I+]C1=CC=CC=C1